OC(C(=O)NC1=CNC2=CC=C(C=C12)C=1C=NN(C1)C1=CC=C(C=C1)C(F)(F)F)(CC)C 2-hydroxy-2-methyl-N-(5-{1-[4-(trifluoromethyl)phenyl]-1H-pyrazol-4-yl}-1H-indol-3-yl)butanamide